C1=CC=C(C=C1)/C=C\\2/C(=O)C3=CC=CC=C3O2 The molecule is a simplest memebr of the class of aurones that is 1-benzofuran-3(2H)-one in which both hydrogens at position 2 are substituted by a benzylidene group (the Z-isomer). It is a cyclic ketone and a member of aurones.